1-(5-(4-amino-7-cyclopropyl-7H-pyrrolo[2,3-d]pyrimidin-5-yl)isoquinolin-8-yl)-3-(4-((1-methylpiperidin-4-yl)oxy)-3-(trifluoromethyl)phenyl)urea NC=1C2=C(N=CN1)N(C=C2C2=C1C=CN=CC1=C(C=C2)NC(=O)NC2=CC(=C(C=C2)OC2CCN(CC2)C)C(F)(F)F)C2CC2